2-((5-(3-chlorophenoxy)-4-methylthiazol-2-yl)amino)-2-oxoethyl 4-methylpiperazine-1-sulfonate CN1CCN(CC1)S(=O)(=O)OCC(=O)NC=1SC(=C(N1)C)OC1=CC(=CC=C1)Cl